C(C1=CC=CC=C1)SCCNC(CCC)=O N-(2-benzylthioethyl)butyramide